Dimethyl 3-(quinolin-6-yl)cyclobutane-1,2-dicarboxylate N1=CC=CC2=CC(=CC=C12)C1C(C(C1)C(=O)OC)C(=O)OC